Nα-Fmoc-leucine C(=O)(OCC1C2=CC=CC=C2C2=CC=CC=C12)N[C@@H](CC(C)C)C(=O)O